(l)-2,3,5,6-tetrafluoro-1,4-dibromobenzene FC1=C(C(=C(C(=C1F)Br)F)F)Br